C(C)(=O)OC1=C(C=CC(=C1)[C@H](CNCCCC)O)F (R)-5-(2-(butylamino)-1-hydroxyethyl)-2-fluorophenol acetate